tert-butyl (4-((5-fluoropyrimidin-2-yl)oxy)benzyl)carbamate FC=1C=NC(=NC1)OC1=CC=C(CNC(OC(C)(C)C)=O)C=C1